tert-Butyl 4-(2-bromo-4-(trifluoromethyl)benzylidene)piperidine-1-carboxylate BrC1=C(C=C2CCN(CC2)C(=O)OC(C)(C)C)C=CC(=C1)C(F)(F)F